3,4-diethoxycyclobut-3-ene-1,2-dione C(C)OC=1C(C(C1OCC)=O)=O